Aluminum-tin-zinc [Zn].[Sn].[Al]